(R)-3-(tert-butyl)-N-(1-(2-methyl-4-(6-((5-(piperazin-1-yl)-1,3,4-thiadiazol-2-yl)amino)pyrimidin-4-yl)phenyl)ethyl)-1,2,4-oxadiazole-5-carboxamide C(C)(C)(C)C1=NOC(=N1)C(=O)N[C@H](C)C1=C(C=C(C=C1)C1=NC=NC(=C1)NC=1SC(=NN1)N1CCNCC1)C